8-ethyl-N-[(4-methoxy-1H-benzimidazol-2-yl)methyl]-2-(morpholin-4-yl)pyrazolo[1,5-a][1,3,5]triazin-4-amine C(C)C=1C=NN2C1N=C(N=C2NCC2=NC1=C(N2)C=CC=C1OC)N1CCOCC1